9-fluoro-3-[4-(5-methylpyrimidin-2-yl)-1,3-thiazol-2-yl]-1,3,4,11,12,12a-hexahydropyrido[1,2-b][2]benzazepin-6(2H)-one FC=1C=CC2=C(CCC3N(C2=O)CC(CC3)C=3SC=C(N3)C3=NC=C(C=N3)C)C1